FC1=C(C(=CC=C1)OC)N1N=C2C(=CC1=O)NN=C2C2=CC=C(C=C2)N2C[C@@H]1COCCN1CC2 (R)-5-(2-fluoro-6-methoxyphenyl)-3-(4-(hexahydropyrazino[2,1-c][1,4]oxazin-8(1H)-yl)phenyl)-1H-pyrazolo[4,3-c]pyridazin-6(5H)-one